(R and S)-5-(3-(2-(((S)-phenyl((R)-1,2,3,4-tetrahydro-1,5-naphthyridin-3-yl)methyl)amino)ethyl)benzyl)thiazolidine-2,4-dione C1(=CC=CC=C1)[C@H]([C@H]1CNC2=CC=CN=C2C1)NCCC=1C=C(C[C@@H]2C(NC(S2)=O)=O)C=CC1 |&1:24|